(3-(difluoromethyl)-1-((1R,4R)-4-(hydroxymethyl)cyclohexyl)-1H-pyrazol-4-yl)-5-(2-oxo-6-azaspiro[3.3]heptan-6-yl)pyrazolo[1,5-a]pyrimidine-3-carboxamide FC(C1=NN(C=C1C1=NN2C(N=C(C=C2)N2CC3(CC(C3)=O)C2)=C1C(=O)N)C1CCC(CC1)CO)F